CC1(CN=CC=C1)COC1=CC=C(N=N1)CO (6-((3-methylpyridin-3-yl)methoxy)pyridazin-3-yl)methanol